4-(tert-butyl)-N-(3'-chloro-2-fluoro-4'-methoxy-6-(2-trityl-2H-tetrazol-5-yl)-[1,1'-biphenyl]-4-yl)piperidine-1-carboxamide sodium butyl-acrylate C(CCC)OC(C=C)=O.[Na].C(C)(C)(C)C1CCN(CC1)C(=O)NC1=CC(=C(C(=C1)C=1N=NN(N1)C(C1=CC=CC=C1)(C1=CC=CC=C1)C1=CC=CC=C1)C1=CC(=C(C=C1)OC)Cl)F